tert-Butyl (S)-2-((4-methyl-3-((1-(7-(5-morpholinopyridin-3-yl)quinolin-5-yl)cyclopropyl)carbamoyl)phenoxy)methyl)azetidine-1-carboxylate CC1=C(C=C(OC[C@H]2N(CC2)C(=O)OC(C)(C)C)C=C1)C(NC1(CC1)C1=C2C=CC=NC2=CC(=C1)C=1C=NC=C(C1)N1CCOCC1)=O